C(C)(C)(C)OC(=O)N1CC(CC1)(C#CC1=CC=C(C=C1)C(F)(F)F)OC 3-Methoxy-3-{2-[4-(trifluoromethyl)phenyl]ethynyl}pyrrolidine-1-carboxylic acid tert-butyl ester